2-fluoro-5-(trifluoromethyl)-phenylboronic acid FC1=C(C=C(C=C1)C(F)(F)F)B(O)O